C(C)(=O)NC1=NC=C(C(=O)NCCCC2=CC=C(C=C2)C2=C(C=CC=C2)F)C=C1 6-acetamido-N-(3-(2'-fluoro-[1,1'-biphenyl]-4-yl)propyl)nicotinamide